2-(6-(2-(tert-butoxycarbonylamino)ethylamino)-9H-purin-9-yl)acetic acid C(C)(C)(C)OC(=O)NCCNC1=C2N=CN(C2=NC=N1)CC(=O)O